C(CCC=CC=C)(=O)O HEPTA-4,6-DIENOIC ACID